C(=C)OCCOCC Ethoxyethyl vinyl ether